C(C)(C)(C)OC(=O)N1C=C(C2=CC=C(C=C12)OCC1=CC=CC=C1)C1OC(C(C1)=C)=O tert-butyl-6-(benzyloxy)-3-(4-methylene-5-oxotetrahydrofuran-2-yl)-1H-indole-1-carboxylate